NC1=NC=CC=C1 L-2-aminopyridine